C(C)(=O)SCCCC1=C(C=C(C(=N1)OC)C1CCN(CC1)C(=O)OC(C)(C)C)Br tert-butyl 4-(6-(3-(acetylthio)propyl)-5-bromo-2-methoxypyridin-3-yl)piperidine-1-carboxylate